calcium 2,2'-methylene-bis(4,6-di-tert-butylphenol) phosphate P(=O)([O-])([O-])OC1=C(C=C(C=C1C(C)(C)C)C(C)(C)C)CC1=C(C(=CC(=C1)C(C)(C)C)C(C)(C)C)O.[Ca+2]